4,8-dichloro-2-(pyridin-4-yl)pyrido[3,4-d]pyrimidine ClC=1C2=C(N=C(N1)C1=CC=NC=C1)C(=NC=C2)Cl